dichloro-(1,10-phenanthroline) copper (II) [Cu+2].ClC=1C(=NC2=C3N=CC=CC3=CC=C2C1)Cl